C(C(C)(C)C)NCCCCCCCN N-neopentylheptane-1,7-diamine